N-[2-(6-keto-7-oxa-2,5-diazaspiro[3.4]octane-2-carbonyl)-2-azaspiro[3.3]heptan-6-yl]-3-(trifluoromethyl)benzene-sulfonamide O=C1NC2(CN(C2)C(=O)N2CC3(C2)CC(C3)NS(=O)(=O)C3=CC(=CC=C3)C(F)(F)F)CO1